C[C@@H]1CN(C[C@@H](O1)C)C(=O)C=1C2=C(N(N1)CC(=O)N1CCN(CC1)C1=C(C=C(C(=C1)F)F)F)CCC2 2-{3-[(2R,6S)-2,6-Dimethylmorpholin-4-carbonyl]-5,6-dihydrocyclopenta[c]pyrazol-1(4H)-yl}-1-[4-(2,4,5-trifluorophenyl)piperazin-1-yl]ethan-1-on